O=C1OCC2=C(N1)C=CC(=C2)CN2CCC(CC2)(CCC2=CC=CC=C2)CNC(C2=CC=CC=C2)=O N-((1-((2-oxo-2,4-dihydro-1H-benzo[d][1,3]oxazin-6-yl)methyl)-4-phenethylpiperidin-4-yl)methyl)benzamide